FC1=C(C=CC=C1)C1=CC(=CN1S(=O)(=O)C1=CC(=CC=C1)OCCCOC)C=O 5-(2-fluorophenyl)-1-{[3-(3-methoxypropoxy)phenyl]sulfonyl}-1H-pyrrole-3-carboxaldehyde